CCCCCCCCCCCCCCCCC(=O)O[C@H](COC(=O)CCC/C=C\C/C=C\C/C=C\C/C=C\C/C=C\CC)COP(=O)([O-])OCC[N+](C)(C)C 1-(5Z,8Z,11Z,14Z,17Z-eicosapentaenoyl)-2-heptadecanoyl-glycero-3-phosphocholine